(Z)-5-((2-(pyrimidin-2-yl)hydrazono)methyl)benzene-1,2,3-triol N1=C(N=CC=C1)N\N=C/C=1C=C(C(=C(C1)O)O)O